C(CC(=O)OC(C)C1CCC(CC1)(C)C)(=O)OCC O3-[1-(4,4-dimethylcyclohexyl)ethyl] O1-ethyl Propanedioate